2-chloro-N-(4-chlorophenyl)-5-nitropyrimidine-4-amine ClC1=NC=C(C(=N1)NC1=CC=C(C=C1)Cl)[N+](=O)[O-]